CC=1C=C(C#N)C=CC1C 3,4-dimethylbenzonitrile